C(C)(C)(C)OC(=O)N1[C@@H](C=CC1)C(=O)N1CCN(CC1)C(C1=C(C=C(C=C1)NC(=O)C=1N(C(=CN1)C1=C(C(=C(C=C1)OC)F)F)C)Cl)=O (2S)-2-[4-[2-chloro-4-[[5-(2,3-difluoro-4-methoxy-phenyl)-1-methyl-imidazole-2-carbonyl]amino]benzoyl]piperazine-1-carbonyl]-2,5-dihydropyrrole-1-carboxylic acid tert-butyl ester